COC(C(CCC(=O)OC)C)=O Dimethyl-2-methylglutarat